ClC1=C(C=CC(=C1)Cl)S(=O)(=O)N1C[C@@H]([C@](C1)(CO)O)OC1=CC(=C(C#N)C=C1)F 4-(((3S,4S)-1-((2,4-dichlorophenyl)sulfonyl)-4-hydroxy-4-(hydroxymethyl)pyrrolidin-3-yl)oxy)-2-fluorobenzonitrile